tris(4-tert-butylphenyl)sulfonium C(C)(C)(C)C1=CC=C(C=C1)[S+](C1=CC=C(C=C1)C(C)(C)C)C1=CC=C(C=C1)C(C)(C)C